ClC1=NC(=C2N=CNC2=N1)NC=1C=CC=C2CCN(C12)S(=O)(=O)C 2-chloro-N-(1-(methylsulfonyl)indolin-7-yl)-9H-purin-6-amine